4-(3-methoxycyclobutyloxy)benzonitrile COC1CC(C1)OC1=CC=C(C#N)C=C1